Dibromohexan BrC(CCCCC)Br